[N+](=O)([O-])C=1C(=C(C(F)(F)F)C=C(C1Cl)[N+](=O)[O-])Cl 3,5-dinitro-2,4-dichlorotrifluorotoluene